CC1=C(C=CC(=C1)[N+](=O)[O-])S(=O)(=O)NCCOCCOCCOCCOCCNC(OC(C)(C)C)=O Tert-Butyl (14-((2-methyl-4-nitrophenyl)sulfonamido)-3,6,9,12-tetraoxatetradecyl)carbamate